bis(t-butylimino)bis(dimethylamino)molybdenum(VI) C(C)(C)(C)N=[Mo](N(C)C)(N(C)C)=NC(C)(C)C